mono-octyl-anisole C(CCCCCCC)C1=CC=C(C=C1)OC